Ethyl (5-(2-fluoro-5-((4-oxo-3,4-dihydrophthalazin-1-yl)methyl)phenyl)-1H-benzoimidazol-2-yl)carbamate FC1=C(C=C(C=C1)CC1=NNC(C2=CC=CC=C12)=O)C1=CC2=C(NC(=N2)NC(OCC)=O)C=C1